2-chloro-6-trifluoromethylindole ClC=1NC2=CC(=CC=C2C1)C(F)(F)F